BrC1=C(C=C(C=C1)S(=O)(=O)N1CC(NCC1)C(C(F)(F)F)(C)O)Cl 2-(4-((4-bromo-3-chlorophenyl)sulfonyl)piperazin-2-yl)-1,1,1-trifluoropropan-2-ol